mercapto-silver S[Ag]